(2r,3r)-2-amino-3-hydroxybutyramide hydrochloride Cl.N[C@@H](C(=O)N)[C@@H](C)O